ClC1=C(C(=C(C=2OC3(CC3)CNC21)C#N)C2=C(C=NN2C)I)F 5-Chloro-6-fluoro-7-(4-iodo-1-methyl-1H-pyrazol-5-yl)-3,4-dihydrospiro[benzo[b][1,4]oxazine-2,1'-cyclopropane]-8-carbonitrile